chloro-1,2-difluoroethylene ClC(=CF)F